N-(4-([1,2,4]triazolo[1,5-a]pyridin-7-yloxy)-3-chloro-2-fluorophenyl)-6-(3,8-diazabicyclo[3.2.1]octan-3-yl)pyrido[3,2-d]pyrimidin-4-amine N=1C=NN2C1C=C(C=C2)OC2=C(C(=C(C=C2)NC=2C1=C(N=CN2)C=CC(=N1)N1CC2CCC(C1)N2)F)Cl